C(C)(C)(C)OC(NC1=C(C=CC(=C1)C=O)F)=O (2-FLUORO-5-FORMYL-PHENYL)-CARBAMIC ACID TERT-BUTYL ESTER